FS(C=1C=C2C=CN(C2=CC1)C[C@H](C)O)(F)(F)(F)F (2S)-1-[5-(Pentafluoro-λ6-sulfanyl)indol-1-yl]propan-2-ol